C(C)SSC1=C(N=CS1)C 4-methyl-5-thiazolyl ethyl disulfide